4-(3-(benzylthio)-4-methoxyphenyl)-4-(methoxymethyl)tetrahydro-2H-pyran C(C1=CC=CC=C1)SC=1C=C(C=CC1OC)C1(CCOCC1)COC